5-(2-Methyldecan-2-yl)benzene-1,3-diol CC(C)(CCCCCCCC)C=1C=C(C=C(C1)O)O